3-(1-aminopropoxy)-3,3-dimethyl-1-propenyltrimethoxysilane NC(CC)OC(C=C[Si](OC)(OC)OC)(C)C